C1(CC1)C=1OC(=C(N1)C1=CC=CC=C1)OC1=CC(=NC=C1)NC1=CC=CC(=N1)C(=O)N 6-((4-((2-Cyclopropyl-4-phenyloxazol-5-yl)oxy)pyridin-2-yl)amino)picolinamide